(E)-2-(4-phenyl-1H-1,2,3-triazol-1-yl)-N'-(3,4,5-trimethoxybenzylidene)acetohydrazide C1(=CC=CC=C1)C=1N=NN(C1)CC(=O)N/N=C/C1=CC(=C(C(=C1)OC)OC)OC